C1(CC1)C=1N=NN(C1)[C@H](C(=O)N1[C@@H](C[C@H](C1)O)C(=O)NCC1=C(N=C2N1C=C(C=C2)F)C2=CC=C(C=C2)F)C(C)(C)C (2S,4R)-1-[(2S)-2-(4-cyclopropyltriazol-1-yl)-3,3-dimethyl-butanoyl]-N-[[6-fluoro-2-(4-fluorophenyl)imidazo[1,2-a]pyridin-3-yl]methyl]-4-hydroxy-pyrrolidine-2-carboxamide